3-benzyl-1-(trans-4-((5-cyanopyridin-2-yl)amino)cyclohexyl)-1-(4-(4-(methylsulfonyl)piperazin-1-yl)phenyl)urea C(C1=CC=CC=C1)NC(N(C1=CC=C(C=C1)N1CCN(CC1)S(=O)(=O)C)[C@@H]1CC[C@H](CC1)NC1=NC=C(C=C1)C#N)=O